3-(N-(cyclopropylmethyl)-4-fluorobenzoylamino)-2-fluorobenzoic acid methyl ester COC(C1=C(C(=CC=C1)N(CC1CC1)C(C1=CC=C(C=C1)F)=O)F)=O